N-(5-(2,6-Difluoro-4-methoxyphenyl)-2-(5-(2-hydroxyethoxy)pyridin-2-yl)-1-methyl-3-oxo-2,3-dihydro-1H-pyrazol-4-yl)-4-(difluoromethoxy)benzamide FC1=C(C(=CC(=C1)OC)F)C1=C(C(N(N1C)C1=NC=C(C=C1)OCCO)=O)NC(C1=CC=C(C=C1)OC(F)F)=O